4-(1-((2-cyanophenyl)sulfonyl)-1-fluoroethyl)-N-(pyridazin-4-yl)piperidine-1-carboxamide C(#N)C1=C(C=CC=C1)S(=O)(=O)C(C)(F)C1CCN(CC1)C(=O)NC1=CN=NC=C1